N-(3-((1s,3s)-3-methyl-1-(4-methyl-4H-1,2,4-triazol-3-yl)cyclobutyl)phenyl)-5-(((1-methylcyclobutyl)amino)methyl)-2-oxo-1-(2,2,2-trifluoroethyl)-1,2-dihydropyridine-3-carboxamide CC1CC(C1)(C1=NN=CN1C)C=1C=C(C=CC1)NC(=O)C=1C(N(C=C(C1)CNC1(CCC1)C)CC(F)(F)F)=O